(S)-N-(5-chloropyridin-2-yl)-2-((3S,3'R)-6'-oxo-[3,3'-bipiperidin]-1-yl)propanamide ClC=1C=CC(=NC1)NC([C@H](C)N1C[C@@H](CCC1)[C@@H]1CNC(CC1)=O)=O